CC(C)C.[Na] Sodium 2-methylpropan